O=C1NC(CCC1C1=CC(=C(C=C1)N1CCC2(CN(C2)C2CCN(CC2)NC(OCC2=CC=CC=C2)=O)CC1)F)=O benzyl (4-(7-(4-(2,6-dioxopiperidin-3-yl)-2-fluorophenyl)-2,7-diazaspiro[3.5]nonan-2-yl)piperidin-1-yl)carbamate